BrC1=C2C=NN(C2=CC(=C1\C=C/C1=NN(N=C1)CC1CN(CCOC1)C(=O)OC(C)(C)C)Cl)C1OCCCC1 tert-butyl (Z)-6-((4-(2-(4-bromo-6-chloro-1-(tetrahydro-2H-pyran-2-yl)-1H-indazol-5-yl)vinyl)-2H-1,2,3-triazol-2-yl)methyl)-1,4-oxazepane-4-carboxylate